4-[(1R,4R)-4-[(2-{3-[(4-methanesulfonyl-2-methoxyphenyl)amino]prop-1-yn-1-yl}-1-(2,2,2-trifluoroethyl)-1H-indol-4-yl)amino]cyclohexyl]-1λ6-thiomorpholine-1,1-dione CS(=O)(=O)C1=CC(=C(C=C1)NCC#CC=1N(C2=CC=CC(=C2C1)NC1CCC(CC1)N1CCS(CC1)(=O)=O)CC(F)(F)F)OC